(3R,5'S)-5'-cyano-2'-methyl-2-oxospiro[indoline-3,3'-pyrrolidine] C(#N)[C@@H]1C[C@@]2(C(N1)C)C(NC1=CC=CC=C12)=O